[N+](=O)([O-])C=1C=CC(=NC1NC1=CC=NC=C1)N1CC2CN(CC2C1)C(=O)OC(C)(C)C tert-butyl 2-[5-nitro-6-(4-pyridylamino)-2-pyridyl]-1,3,3a,4,6,6a-hexahydropyrrolo[3,4-c]pyrrole-5-carboxylate